FC1(CN(CC1O)C(=O)C1=CC(=NC=C1)C(=O)NC1=CC(=CC=C1)[C@@H](CC1=NN=CN1C)C)F 4-(3,3-difluoro-4-hydroxypyrrolidine-1-carbonyl)-N-[3-[(2R)-1-(4-methyl-4H-1,2,4-triazol-3-yl)propan-2-yl]phenyl]pyridine-2-carboxamide